N-(2-methoxypropyl)-4-nitrobenzenesulfonamide COC(CNS(=O)(=O)C1=CC=C(C=C1)[N+](=O)[O-])C